3-(2,4-dimethoxybenzyl)-1-(5-(piperazin-1-ylmethyl)pyrazolo[1,5-a]pyridin-3-yl)dihydropyrimidine-2,4(1H,3H)-dione COC1=C(CN2C(N(CCC2=O)C=2C=NN3C2C=C(C=C3)CN3CCNCC3)=O)C=CC(=C1)OC